N1-(5-(trifluoromethyl)pyridin-2-yl)benzene-1,4-diamine FC(C=1C=CC(=NC1)NC1=CC=C(C=C1)N)(F)F